CC(C(CCCCCC)=O)C dimethyl-octanone